FC=1C=C(CN2N=C(C=C2)C(=O)N[C@@H]2C(NC3=C(OC2)NN=C3)=O)C=CC1F (S)-1-(3,4-difluorobenzyl)-N-(5-oxo-4,5,6,7-tetrahydro-1H-pyrazolo[3,4-b][1,4]oxazepin-6-yl)1H-pyrazole-3-carboxamide